O1C=C(C2=C1C=CC=C2)C[C@H](NC(C(NC=2N(C=CN2)C)=O)=O)OB(O)O (R)-(2-(benzofuran-3-yl)-1-(2-oxo-2-((1-methyl-1H-imidazol-2-yl)amino)acetamido)ethyl)boric acid